COC1=CC=C(C=C1)C1(C(N(C(N1C1=CC=CC=C1)=O)C1=CC=CC=C1)=O)O 5-(4-methoxyphenyl)-5-hydroxy-1,3-diphenyl-2,4-imidazolidinedione